FC(CC[Si](OCC)(C)C)(F)F (3,3,3-trifluoropropyl)dimethylethoxysilane